C[C@H]1N(CCOC1)C1=CC(=NC(=N1)C1=C2C(=NC=C1)NC=C2)N2S(N(CCC2)C(C)C)(=O)=O 2-{6-[(3R)-3-Methylmorpholin-4-yl]-2-{1H-pyrrolo[2,3-b]pyridin-4-yl}pyrimidin-4-yl}-6-(propan-2-yl)-1λ6,2,6-thiadiazinane-1,1-dione